C(C1=CC=CC=C1)N(C=1C(=C(C=CC1[N+](=O)[O-])C(C(=O)NCC(C)(F)F)CC(F)(F)F)F)CC1=CC=CC=C1 2-[3-(Dibenzylamino)-2-fluoro-4-nitrophenyl]-N-(2,2-difluoropropyl)-4,4,4-trifluoro-butanamide